5-[[2-(Trifluoromethyl)phenyl]methyl]-1H,2H,3H,4H,5H-cyclopenta[c]pyridine-2,7-dicarboxylic acid 2-tert-butyl 7-ethyl ester C(C)OC(=O)C1=CC(C2=C1CN(CC2)C(=O)OC(C)(C)C)CC2=C(C=CC=C2)C(F)(F)F